OP(O)(=O)OP(=O)(O)O.NC1NC2=NC=C(N=C2C(=N1)O)CO 2-amino-4-hydroxy-6-hydroxymethyl-dihydropteridine pyrophosphate